N-(1-acetyl-4-(hydroxymethyl)piperidin-4-yl)-6-(4-chlorophenyl)-2-(1-methyl-1H-pyrazol-4-yl)-3-oxo-2,3-dihydropyridazine-4-carboxamide C(C)(=O)N1CCC(CC1)(CO)NC(=O)C=1C(N(N=C(C1)C1=CC=C(C=C1)Cl)C=1C=NN(C1)C)=O